tert-Butyl (S)-3-((3-nitropyridin-2-yl)amino)pyrrolidine-1-carboxylate [N+](=O)([O-])C=1C(=NC=CC1)N[C@@H]1CN(CC1)C(=O)OC(C)(C)C